FC=1C(=NC=C(C1C1=C(C=NC(=C1)C)C(=O)NC=1S(C2=C(N1)CNC2)C(=O)OC(C)(C)C)OC)C tert-Butyl 2-(3'-fluoro-5'-methoxy-2',6-dimethyl-[4,4'-bipyridine]-3-carboxamido)-4,6-dihydro-5H-pyrrolo[3,4-d]thiazole-S-carboxylate